FC1=C(C=C(C(=C1)OC)OC)[N+](=O)[O-] 1-fluoro-4,5-dimethoxy-2-nitrobenzene